(2R,4R)-tert-butyl 4-(((benzyloxy)carbonyl)(methyl)amino)-2-(((methylsulfonyl)oxy)methyl)pyrrolidine-1-carboxylate C(C1=CC=CC=C1)OC(=O)N([C@@H]1C[C@@H](N(C1)C(=O)OC(C)(C)C)COS(=O)(=O)C)C